methyl-1-(3-(2,6-bis(benzyloxy)pyridin-3-yl)-1-methyl-1H-indazol-6-yl)-3-methylpiperidine-4-carboxylate COC(=O)C1C(CN(CC1)C1=CC=C2C(=NN(C2=C1)C)C=1C(=NC(=CC1)OCC1=CC=CC=C1)OCC1=CC=CC=C1)C